tert-butyl (R)-(1-(6-(3-aminooxetan-3-yl)pyridazin-3-yl)piperidin-3-yl)(cyclopropylmethyl)carbamate NC1(COC1)C1=CC=C(N=N1)N1C[C@@H](CCC1)N(C(OC(C)(C)C)=O)CC1CC1